ClC=1C=C(C=CC1F)C(C=1NC(=C(N1)S(=O)(=O)C)CO)C1=CC(=C(C=C1)F)Cl (2-(bis(3-chloro-4-fluorophenyl)methyl)-4-(methylsulfonyl)-1H-imidazol-5-yl)methanol